Cl.NCC=1C=C2CN(C(C2=CC1)=O)N1C(CCCC1=O)=O (5-(aminomethyl)-1-oxoisoindolin-2-yl)piperidine-2,6-dione hydrochloride